(5S,7S)-5-(2,3-difluorophenyl)-7-fluoro-2-[(1S)-2,2-difluorocyclopropyl]sulfonyl-6,7-dihydro-5H-pyrrolo[1,2-b][1,2,4]triazole FC1=C(C=CC=C1F)[C@@H]1C[C@@H](C=2N1N=C(N2)S(=O)(=O)[C@@H]2C(C2)(F)F)F